9-benzyl-8-(2-chloro-4-(2-(1-methyl-pyrrolidin-2-yl)ethoxy)phenyl)-6-(1-methyl-cyclopropoxy)-9H-purine C(C1=CC=CC=C1)N1C2=NC=NC(=C2N=C1C1=C(C=C(C=C1)OCCC1N(CCC1)C)Cl)OC1(CC1)C